isopropyl-quinoline C(C)(C)C1=NC2=CC=CC=C2C=C1